ClC1=NC=C(C=C1)CN1CCCCC1 2-chloro-5-(piperidin-1-ylmethyl)pyridine